C[C@]1(CNCC1)C(=O)N1CCN(CC1)C1=NC=C(C#N)C=C1 (S)-6-(4-(3-methylpyrrolidine-3-carbonyl)piperazin-1-yl)nicotinonitrile